CN(C(C)=O)C=1SC=C(N1)C N-methyl-N-(4-methylthiazol-2-yl)acetamide